ClC1=CC(=C(COC2=CC=CC(=N2)C2=CC(=NC=C2F)OCC2=NC=3C(=NC(=CC3)C(=O)O)N2C[C@H]2OCC2)C=C1)F (S)-2-(((6-((4-chloro-2-fluorobenzyl)oxy)-5'-fluoro-[2,4'-bipyridin]-2'-yl)oxy)methyl)-3-(oxetan-2-ylmethyl)-3H-imidazo[4,5-b]pyridine-5-carboxylic acid